C(C)(C)(C)OC(=O)N1C[C@@H](N(CC1)CC(C)C)C (S)-3-methyl-4-(isobutyl)piperazine-1-carboxylic acid tert-butyl ester